O=C1N(C(CCC1)=O)N1C(C2=CC=CC(=C2C1=O)NCC(=O)O)=O (2-(2,6-dioxopiperidin-yl)-1,3-dioxoisoindolin-4-ylamino)ACETIC ACID